CCOC(C(CO)O)OCC DL-glyceraldehyde diethylacetal